Cl.NC1(CCCC1)C(=O)OCC1=CC(=NC(=C1)Cl)Cl (2,6-Dichloropyridin-4-yl)methyl 1-aminocyclopentane-1-carboxylate hydrochloride